(Z)-5-(2-bromo-vinyl)uridine triphosphate P(O)(=O)(OP(=O)(O)OP(=O)(O)O)OC[C@@H]1[C@H]([C@H]([C@@H](O1)N1C(=O)NC(=O)C(=C1)\C=C/Br)O)O